O=C1NC(CCC1N1C(N(C2=C1C=CC(=C2)C2CN(C2)CC(=O)O)C)=O)=O 2-[3-[1-(2,6-dioxo-3-piperidyl)-3-methyl-2-oxo-benzimidazol-5-yl]azetidin-1-yl]acetic acid